(S)-4-(4-bromo-5-(3-((2-((S)-3-carboxybutyl)-4-fluoro-6-methoxybenzo[b]thiophen-5-yl)oxy)propoxy)-6-methoxybenzo[b]thiophen-2-yl)-2-methyl-4-oxobutanoic acid BrC1=C(C(=CC=2SC(=CC21)C(C[C@@H](C(=O)O)C)=O)OC)OCCCOC2=C(C1=C(SC(=C1)CC[C@H](C)C(=O)O)C=C2OC)F